O1CCC(CC1)C1=CC=2C(=NC=C(C2)C=2C=C(SC2)C(=O)NCC(F)(F)F)N1 4-(2-(Tetrahydro-2H-pyran-4-yl)-1H-pyrrolo[2,3-b]pyridin-5-yl)-N-(2,2,2-trifluoro-ethyl)thiophene-2-carboxamide